ethyl 4-amino-1-(4-(aminomethyl)phenyl)-3-(tetrahydro-2H-pyran-3-yl)-1H-pyrazole-5-carboxylate NC=1C(=NN(C1C(=O)OCC)C1=CC=C(C=C1)CN)C1COCCC1